ethyl 2-(6-(((R)-1-(3-(difluoromethyl)-2-fluorophenyl) ethyl) amino)-5-(1,3-dioxolan-2-yl)-2-methoxypyrimidin-4-yl)-2-fluoroacetate FC(C=1C(=C(C=CC1)[C@@H](C)NC1=C(C(=NC(=N1)OC)C(C(=O)OCC)F)C1OCCO1)F)F